Cl.Cl.CN1C2(CCC3=CC(=CN=C13)C1=NC=CC=N1)CNCC2 methyl-6'-(pyrimidin-2-yl)-3',4'-dihydro-1'h-spiro[pyrrolidine-3,2'-[1,8]naphthyridine] dihydrochloride